C(C(C(=O)CO)O)O tetrulose